NC(C(=O)O)(CCCCB(O)O)CCCN1CCN(CC1)CC1=CC(=C(C=C1)F)F 2-amino-6-borono-2-(3-(4-(3,4-difluorobenzyl)piperazin-1-yl)propyl)hexanoic acid